N1C(=NC2=C1C=CC=C2)[C@H](C)NC(=O)[C@H](CC(=O)N2[C@H](CCCC2)CC)NC(CCC(C)(C)C)=O N-[(1S)-1-[[(1S)-1-(1H-benzimidazol-2-yl)ethyl]carbamoyl]-3-[(2S)-2-ethyl-1-piperidyl]-3-oxo-propyl]-4,4-dimethyl-pentanamide